OC(CC)=C 3-hydroxy-3-buten